NC1=C(N=CC(=N1)N1CCC2(CC1)C(C1=C(C=C3C=CNC3=C1)C2)N)SC2=C(C(=NC=C2)N)Cl 1'-(6-amino-5-((2-amino-3-chloro-pyridin-4-yl)thio)pyrazin-2-yl)-5,7-dihydro-1H-spiro[cyclopenta[f]indole-6,4'-piperidin]-7-amine